8-bromo-N-[(5-methyl-4-phenyl-1H-imidazol-2-yl)methyl]-2-(morpholin-4-yl)pyrazolo[1,5-a][1,3,5]triazin-4-amine BrC=1C=NN2C1N=C(N=C2NCC=2NC(=C(N2)C2=CC=CC=C2)C)N2CCOCC2